3-[[6-(difluoromethoxy)-4-[2-[[6-methyl-2-(methylamino)pyrimidin-4-yl]amino]pyrazolo[1,5-a]pyridin-5-yl]-3-pyridyl]oxy]-2,2-dimethyl-propanenitrile FC(OC1=CC(=C(C=N1)OCC(C#N)(C)C)C1=CC=2N(C=C1)N=C(C2)NC2=NC(=NC(=C2)C)NC)F